3-chlorobromobenzene-4-d ClC=1C=C(C=CC1[2H])Br